2-(cyclopropylmethyl)-N-(quinolin-8-yl)but-3-enamide C1(CC1)CC(C(=O)NC=1C=CC=C2C=CC=NC12)C=C